4-((6-(2-methoxy-4-(1-(tetrahydro-2H-pyran-2-yl)-1H-pyrazol-4-yl)phenyl)pyridazin-3-yl)amino)piperidine-1-carboxylic acid tert-butyl ester C(C)(C)(C)OC(=O)N1CCC(CC1)NC=1N=NC(=CC1)C1=C(C=C(C=C1)C=1C=NN(C1)C1OCCCC1)OC